1-(3-cyano-1-isopropyl-1H-indazol-5-yl)-1H-pyrazole-4-carboxylic acid cinnamate C(C=CC1=CC=CC=C1)(=O)O.C(#N)C1=NN(C2=CC=C(C=C12)N1N=CC(=C1)C(=O)O)C(C)C